(S)-(1-(4-((1-(3,4,5-trimethoxyphenyl)-1H-imidazol-4-yl)amino)quinazolin-2-yl)pyrrolidin-2-yl)methanol COC=1C=C(C=C(C1OC)OC)N1C=NC(=C1)NC1=NC(=NC2=CC=CC=C12)N1[C@@H](CCC1)CO